Tosyl-L-lysyl Chloromethyl ketone ClCC(=O)C([C@@H](NS(=O)(=O)C1=CC=C(C)C=C1)CCCCN)=O